C(#N)C=1C(=CC(=NC1)NC(=O)C1=CC=C(C=C1)C1=C(C=C(C=C1)C1=NOC(=N1)C)F)OCCN(C)C N-(5-Cyano-4-(2-(dimethylamino)ethoxy)pyridin-2-yl)-2'-fluoro-4'-(5-methyl-1,2,4-oxadiazol-3-yl)-[1,1'-biphenyl]-4-carboxamid